C(C1=CC=CC=C1)(=O)O.FC(C(C(C(C(C(C(C(C(F)(F)F)(F)F)(F)F)(F)F)(F)F)(F)F)(F)F)(F)F)([Na])F perfluoro-n-nonyl-sodium benzoate